3-METHYL-4-NITRO-5-VINYL-1H-INDAZOLE CC1=NNC2=CC=C(C(=C12)[N+](=O)[O-])C=C